ClC1=C(C=C(C=C1CO)Cl)S(=O)(=O)NC1=C(C(=C(C=C1)F)C=1C=C2C=NC(=NC2=CC1)I)F 2,5-dichloro-N-(2,4-difluoro-3-(2-iodoquinazolin-6-yl)phenyl)-3-(hydroxymethyl)benzenesulfonamide